NC1=C(C=C2C(=N1)C=C(N2)C(=O)N(C2CCCC=1C=CC=NC21)CC2=C(C=C(C=C2)C2=C(C=NN2C)C)F)C 5-amino-N-(4-(1,4-dimethyl-1H-pyrazol-5-yl)-2-fluorobenzyl)-6-methyl-N-(5,6,7,8-tetrahydroquinolin-8-yl)-1H-pyrrolo[3,2-b]pyridine-2-carboxamide